ClC=1C=C(NC2(CCC3(C(CC4=CC=CC=C34)CCCOC3=CC=NC=4CCCCC34)CC2)C(=O)O)C=CC1 (1r,4r)-4-(3-Chloroanilino)-2'-{3-[(5,6,7,8-tetrahydroquinolin-4-yl)oxy]propyl}-2',3'-dihydrospiro[cyclohexane-1,1'-indene]-4-carboxylic acid